(Z)-5-(benzo[b]thiophen-3-ylmethylene)-3-ethylimidazolidine-2,4-dione S1C2=C(C(=C1)\C=C/1\C(N(C(N1)=O)CC)=O)C=CC=C2